3-methyl-4-methoxyphenol CC=1C=C(C=CC1OC)O